[Si](C)(C)(C(C)(C)C)OCC12CC(CC2C1)=O 1-(((tert-butyldimethylsilyl)oxy)methyl)bicyclo[3.1.0]hexan-3-one